C(C)(C)(C)OC(=O)N1[C@@H](CCC1)C1=NC(=C(C(=C1C(=O)OCC)C1=CC=C(S1)C(=O)O)[N+](=O)[O-])CCC1=CC=C(C=C1)F (S)-5-(2-(1-(tert-butoxycarbonyl)pyrrolidin-2-yl)-3-(ethoxycarbonyl)-6-(4-fluorophenethyl)-5-nitropyridin-4-yl)thiophene-2-carboxylic acid